NC1=C2C(=NC(=N1)Cl)N(N=C2)CC=2C=CC(=C(C2)CCOS(=O)(=O)C2=CC=C(C=C2)C)OC 5-((4-amino-6-chloro-1H-pyrazolo[3,4-d]pyrimidin-1-yl) methyl)-2-methoxyphenylethyl-4-methylbenzenesulfonate